C1=CC=CC=2C3=CC=CC=C3C(C12)COC(=O)N[C@H](C(=O)N1[C@@H](CC[C@@H]1C#C)C(=O)OC)CC=C Methyl (2S,5R)-1-((S)-2-((((9H-fluoren-9-yl)methoxy)carbonyl)amino)pent-4-enoyl)-5-ethynylpyrrolidine-2-carboxylate